N-[(2S,3R,4S)-2-[(2,2'-difluoro[1,1'-biphenyl]-3-yl)methyl]-4-fluoro-1-(2-hydroxy-2-methylpropanoyl)pyrrolidin-3-yl]methanesulfonamide FC1=C(C=CC=C1C[C@@H]1N(C[C@@H]([C@@H]1NS(=O)(=O)C)F)C(C(C)(C)O)=O)C1=C(C=CC=C1)F